[Si](C)(C)(C(C)(C)C)O[C@@H]1[C@]2(O[C@H]([C@@H]1OC2)N2C1=NC=NC(=C1N=C2)C2=C(C(=O)N)C=CC=C2)CO (9-((1S,3R,4R,7S)-7-((tert-butyldimethylsilyl)oxy)-1-(hydroxymethyl)-2,5-dioxabicyclo[2.2.1]heptan-3-yl)-9H-purin-6-yl)benzamide